3-(5-(7,8-dimethyl-[1,2,4]triazolo[1,5-a]pyridin-6-yl)-4-isopropyl-1-((2-(trimethylsilyl)ethoxy)methyl)-1H-pyrazol-3-yl)-6a,7,9,10-tetrahydropyrazino[1,2-d]pyrido[3,2-b][1,4]oxazin CC1=C(C=2N(C=C1C1=C(C(=NN1COCC[Si](C)(C)C)C1=CC=3OCC4N(C3N=C1)CCNC4)C(C)C)N=CN2)C